C1(=CC=CC=C1)C(C(=O)O)CCCCCCC 2-phenylnonanoic acid